FC(C(=O)O)(F)F.FC1=C(C(=CC(=C1)F)F)S(=O)(=O)NC=1C(=NC=C(C1)C=1C=C2C(=CC=NC2=CC1)N1CCNCC1)OC 2,4,6-trifluoro-N-(2-methoxy-5-(4-(piperazine-1-yl)quinolin-6-yl)pyridin-3-yl)benzenesulfonamide trifluoroacetate